3,3-bis-(4-methoxyphenyl)-6,7-dimethoxy-11-trifluoromethyl-13,13-dimethyl-3H,13H-indeno[2',3':3,4]naphtho[1,2-b]pyran COC1=CC=C(C=C1)C1(C=CC2=C(O1)C=1C=C(C(=CC1C1=C2C(C2=CC(=CC=C21)C(F)(F)F)(C)C)OC)OC)C2=CC=C(C=C2)OC